ClC1=CC=C(C=C1)C=1CCN(CC1)CCS(=O)(=O)N(C1=CC=CC=C1)CC1=CC=C(C=C1)C=1OC(=NN1)C(F)F 2-(4-(4-chlorophenyl)-3,6-dihydropyridin-1(2H)-yl)-N-(4-(5-(difluoromethyl)-1,3,4-oxadiazol-2-yl)benzyl)-N-phenylethane-1-sulfonamide